ClC(C[C@H]1CC(N(C1)CC1=C(N=C2SC(=NN21)COC)C(F)(F)F)=O)(F)F (R)-4-(2-chloro-2,2-difluoroethyl)-1-((2-(methoxymethyl)-6-(trifluoromethyl)imidazo[2,1-b][1,3,4]thiadiazol-5-yl)methyl)pyrrolidin-2-one